OCC1CN(C1)C1=CC=C2C(=NN(C2=C1)C)C1C(NC(CC1)=O)=O 3-(6-(3-(hydroxymethyl)azetidin-1-yl)-1-methyl-1H-indazol-3-yl)piperidine-2,6-dione